(S)-4-((R)-2-methoxy-1-(4-(trifluoromethyl)phenyl)ethyl)-3-methylpiperazin COC[C@@H](C1=CC=C(C=C1)C(F)(F)F)N1[C@H](CNCC1)C